C(C1=CC=C(C=C1)N=C=O)(C1=CC=C(C=C1)N=C=O)C1=CC=C(C=C1)N=C=O 1,1',1''-methylidynetris(4-isocyanatobenzene)